1,3-di-4-piperidyl-propane N1CCC(CC1)CCCC1CCNCC1